(3R)-2'-{6-amino-5-[(1R)-1-(2,6-difluorophenyl)ethoxy]pyridin-3-yl}-N-(propan-2-yl)-5',6'-dihydrospiro[pyrrolidine-3,4'-pyrrolo[1,2-b]pyrazole]-1-carboxamide NC1=C(C=C(C=N1)C=1C=C2N(N1)CC[C@]21CN(CC1)C(=O)NC(C)C)O[C@H](C)C1=C(C=CC=C1F)F